4-amino-3-chloro-6-(4-cyano-3-fluorophenyl)-5-methyl-pyridine-2-carboxylic acid methyl ester COC(=O)C1=NC(=C(C(=C1Cl)N)C)C1=CC(=C(C=C1)C#N)F